ClC(C(=O)C1OCCN1)Cl (dichloroacetyl)-1,3-oxazolidine